O1C(CC1)N1CCCCC1 1-(oxetan-2-yl)piperidin